C1(CC1)C1=CC=C(C=N1)C(=O)N(C1=C(C=C(C=C1)F)S(=O)(=O)C)CC=1C=C(C=2C3=C(C(NC2C1)=O)C=NN3C)F 6-cyclopropyl-N-({9-fluoro-1-methyl-4-oxo-1H,4H,5H-pyrazolo[4,3-c]quinolin-7-yl}methyl)-N-(4-fluoro-2-methanesulfonylphenyl)pyridine-3-carboxamide